FC(C(OC(C(OC(=C(F)F)F)(F)F)(C(F)(F)F)F)(F)F)(S(=O)(=O)O)F perfluoro-3,6-dioxa-4-methyl-7-octene-sulfonic acid